1-[(3-cyano-2-fluorophenyl)sulfamoyl]pyrrolidine-3-carboxamide C(#N)C=1C(=C(C=CC1)NS(=O)(=O)N1CC(CC1)C(=O)N)F